CN(CC(=O)N(C1=CC=C(C=C1)NC=1N=CC2=C(N1)N=C(C=C2C#C[Si](C(C)C)(C(C)C)C(C)C)N2C(NCC21CCCC1)=O)C)C 2-(Dimethylamino)-N-methyl-N-{4-[(7-{2-oxo-1,3-diazaspiro[4.4]nonan-1-yl}-5-[2-(triisopropylsilyl)ethynyl]pyrido[2,3-d]pyrimidin-2-yl)amino]phenyl}acetamide